6-chloro-3-[1-(6-fluoro-2-isoindolin-2-yl-4-oxo-chromen-8-yl)ethylamino]pyridine-2-carboxylic acid ClC1=CC=C(C(=N1)C(=O)O)NC(C)C=1C=C(C=C2C(C=C(OC12)N1CC2=CC=CC=C2C1)=O)F